4-(2-(5-chloro-2-hydroxybenzylideneamino)-4-methoxy-3-oxobutyl)phenyl-isobutyrate ClC=1C=CC(=C(C=NC(CC2=CC=C(C=C2)OC(C(C)C)=O)C(COC)=O)C1)O